C(C)(C)(C)OC(=O)N1CC2=CC(=CC=C2C[C@H]1C(N[C@H]1CCCC2=CC=CC=C12)=O)OCC1=CC=CC=C1 (3S)-7-benzyloxy-3-[[(1S)-tetrahydronaphthalen-1-yl]carbamoyl]-3,4-dihydro-1H-isoquinoline-2-carboxylic acid tert-butyl ester